ClC1=CC2=C(N=C(O2)OC2=CC=C(O[C@@H](C(=O)O)C)C=C2)C=C1 (R)-2-[4-(6-chloro-1,3-benzoxazol-2-yloxy)phenoxy]propionic acid